Trans-3-Hydroxyproline O[C@@H]1[C@H](NCC1)C(=O)O